3-(2,4-bis(trifluoromethyl)phenyl)-7-fluoro-1-(3-(4-hydroxycyclohexyl)prop-2-ynyl)-4,5-dihydro-1H-benzo[b]azepin-2(3H)-one FC(C1=C(C=CC(=C1)C(F)(F)F)C1CCC2=C(N(C1=O)CC#CC1CCC(CC1)O)C=CC(=C2)F)(F)F